4-Pentadecenoic acid C(CCC=CCCCCCCCCCC)(=O)O